BrC=1C=CC(=NC1)N(CC=1SC=CC1)CC 5-bromo-N-ethyl-N-(thiophen-2-ylmethyl)pyridin-2-amine